5-(4-(Benzyloxy)-3-methoxyphenyl)-N-hydroxy-1,3,4-oxadiazole-2-carboxamide C(C1=CC=CC=C1)OC1=C(C=C(C=C1)C1=NN=C(O1)C(=O)NO)OC